C(C)(C)(C)OC(=O)N[C@@H]1[C@@H]2CC[C@H](C1)N2C(=O)OCC2=CC=CC=C2 |r| rac-Benzyl (1S,2S,4R)-2-((tert-butoxycarbonyl)amino)-7-azabicyclo[2.2.1]heptane-7-carboxylate